C(C)(C)(C)OC(N(C)C([2H])([2H])C=1C(=NN(C1)C)Br)=O ((3-bromo-1-methyl-1H-pyrazol-4-yl)methyl-d2)(methyl)carbamic acid tert-butyl ester